BrC=1C=CC(=C(C1)C1CC12CCNCC2)N2N=NC(=C2)C2=NC(=NC(=C2)OC)N2CCC(CC2)(F)F (5-bromo-2-(4-(2-(4,4-difluoropiperidin-1-yl)-6-methoxypyrimidin-4-yl)-1H-1,2,3-triazol-1-yl)phenyl)-6-azaspiro[2.5]octane